5-bromobenzo-oxazole BrC=1C=CC2=C(N=CO2)C1